t-butylacrylamide CC(C)(C)C(=C)C(=O)N